uridine-2-13C [C@@H]1([C@H](O)[C@H](O)[C@@H](CO)O1)N1[13C](=O)NC(=O)C=C1